(1S,2R)-2-(((2-(4-(4-Chloro-2-(4-methyl-4H-1,2,4-triazol-3-yl)phenyl)pyridin-2-yl)-7-(trifluoromethyl)benzo[d]oxazol-5-yl)methyl)amino)cyclopentan-1-ol ClC1=CC(=C(C=C1)C1=CC(=NC=C1)C=1OC2=C(N1)C=C(C=C2C(F)(F)F)CN[C@H]2[C@H](CCC2)O)C2=NN=CN2C